FC1=CC=C(C=C1)C=1N=C(OC1)C1CCN(CC1)C(CC1=NON=C1C)=O 1-(4-(4-(4-fluorophenyl)oxazol-2-yl)piperidin-1-yl)-2-(4-methyl-1,2,5-oxadiazol-3-yl)ethan-1-one